dodecylguanidine, Diguanidinium salt NC(=[NH2+])N.NC(=[NH2+])N.C(CCCCCCCCCCC)NC(=N)N